BrC=1C(=CC=2N(C1)C=C(N2)C)O 6-bromo-2-methylimidazo[1,2-a]pyridin-7-ol